2-(2-chlorophenyl)-3-(pyridin-4-yl)-4,5,6,7-tetrahydropyrazolo[1,5-a]pyrazine hydrochloride Cl.ClC1=C(C=CC=C1)C1=NN2C(CNCC2)=C1C1=CC=NC=C1